C(CCC)C=C(C(=O)N)C butylmethacrylamide